FC=1C(=NC(=NC1)C1=NN(C2=NC=C(C=C21)F)CC2=C(C=CC=C2)F)NC(CC)O ((5-fluoro-2-(5-fluoro-1-(2-fluorobenzyl)-1H-pyrazolo[3,4-b]pyridin-3-yl)pyrimidin-4-yl)amino)propan-1-ol